CN1N=CC(=CC1=O)C=O Methyl-6-oxo-1,6-dihydropyridazine-4-carbaldehyde